pyridine-2-carboximidamide N1=C(C=CC=C1)C(N)=N